3-amino-oxetane NC1COC1